C(=O)C1CCC(CC1)OCCNC(OC(C)(C)C)=O tert-butyl N-[2-(4-formylcyclohexoxy)ethyl]carbamate